N1(CC=CC=C1)C(=O)OCC1=CC=CC=C1 benzyl pyridine-1(2H)-carboxylate